C1=CC2=C(C=3C=CC=CC13)C=1C(=CC=C3C=CC=CC13)OP(O2)N(C)CC2=CC=CC=C2 (S)-(+)-(3,5-dioxa-4-phospha-cyclohepta[2,1-a:3,4-a']dinaphthalen-4-yl)benzyl-(methyl)amine